2-amino-3-methyl-N-(2-(1,2-oxazol-3-yl)ethyl)-N-((5-(trifluoromethyl)-2-pyridinyl)methyl)-6-quinolinecarboxamide NC1=NC2=CC=C(C=C2C=C1C)C(=O)N(CC1=NC=C(C=C1)C(F)(F)F)CCC1=NOC=C1